C(C1=CC=CC=C1)OC(CC=C)(C(F)(F)F)C1=NN=C(O1)C1=NC(=C(C=C1NC(OC(C)(C)C)=O)C(F)(F)F)C=O tert-Butyl N-[2-[5-[1-benzyloxy-1-(trifluoromethyl)but-3-enyl]-1,3,4-oxadiazol-2-yl]-6-formyl-5-(trifluoromethyl)-3-pyridyl]carbamate